Cl[Cu](Cl)(Cl)Cl tetrachloro-copper